bis(propylamino)silane C(CC)N[SiH2]NCCC